3,5-dichloro-4-[[3-(4-fluorophenyl)-4-methoxy-phenyl]methyl]phenol ClC=1C=C(C=C(C1CC1=CC(=C(C=C1)OC)C1=CC=C(C=C1)F)Cl)O